5-(pyrazin-2-yl)pyridin N1=C(C=NC=C1)C=1C=CC=NC1